(4-chloro-7H-pyrrolo[2,3-d]pyrimidin-7-yl)pivalic acid methyl ester COC(C(CN1C=CC2=C1N=CN=C2Cl)(C)C)=O